CN1N=CC=2C(=CC(=CC12)C)B(O)O 1,6-DIMETHYL-1H-INDAZOLE-4-BORONIC ACID